2-{3-[rac-(3r,5s)-3,5-dimethylpiperazin-1-yl]-1,2,4-triazin-6-yl}-5-(3-methyl-[1,2,3]triazolo[1,5-a]pyridin-6-yl)phenol C[C@@H]1CN(C[C@@H](N1)C)C=1N=NC(=CN1)C1=C(C=C(C=C1)C=1C=CC=2N(C1)N=NC2C)O |r|